3-(1-oxo-5-(((1S,2S)-2-(3-(5-(trifluoromethyl)pyridin-2-yl)azetidin-1-yl)cyclohexyl)oxy)isoindolin-2-yl)piperidine-2,6-dione O=C1N(CC2=CC(=CC=C12)O[C@@H]1[C@H](CCCC1)N1CC(C1)C1=NC=C(C=C1)C(F)(F)F)C1C(NC(CC1)=O)=O